FC(CCC=O)(F)F 4,4,4-trisFluorobutyraldehyde